2-[(5-methyl-2-thienyl)sulfonyl]-4,6-dihydropyrrolo[3,4-c]Pyrazole-5-carboxylic acid CC1=CC=C(S1)S(=O)(=O)N1N=C2C(=C1)CN(C2)C(=O)O